tert-Butyl ((1R,2R)-2-(5-(2-methyl-4-phenoxyphenyl)-4-oxo-4,5-dihydro-3H-1-thia-3,5,8-triazaacenaphthylene-2-carboxamido)cyclohexyl)carbamate CC1=C(C=CC(=C1)OC1=CC=CC=C1)N1C(NC2=C(SC=3N=CC=C1C32)C(=O)N[C@H]3[C@@H](CCCC3)NC(OC(C)(C)C)=O)=O